4-CHLORO-1H-PYRAZOLE-5-CARBOXYLIC ACID ClC=1C=NNC1C(=O)O